ClC1(CC=C(C=C1)S(=O)CC(=O)OCC)C(=O)N1[C@H]([C@@H](N(CC1)C1=NC(=CC=C1)Cl)C)C (±)-Ethyl 2-((4-chloro-4-(4-(6-chloropyridin-2-yl)-trans-2,3-dimethylpiperazine-1-carbonyl)phenyl)sulfinyl)acetate